COC(=O)N1[C@H](CCC2=C3C(=CC=C12)N(C(=N3)CC3=NC=C(N=C3)C)C3CCCCC3)C (1R,3R)-3-((S)-6-(Methoxycarbonyl)-7-methyl-2-((5-methylpyrazin-2-yl)methyl)-6,7,8,9-tetrahydro-3H-imidazo[4,5-f]chinolin-3-yl)cyclohexan